1-(2-anthraquinonylamino-methyl)pyrene C1=C(C=CC=2C(C3=CC=CC=C3C(C12)=O)=O)NCC1=CC=C2C=CC3=CC=CC4=CC=C1C2=C34